(S)-2-(4-(2-acetyl-5-chlorophenyl)-3-methoxy-6-oxopyridazin-1(6H)-yl)-3-phenyl-N-(4-sulfamoylphenyl)propanamide C(C)(=O)C1=C(C=C(C=C1)Cl)C=1C(=NN(C(C1)=O)[C@H](C(=O)NC1=CC=C(C=C1)S(N)(=O)=O)CC1=CC=CC=C1)OC